1-(4'-bromo-biphenyl-4-yl)naphthalene BrC1=CC=C(C=C1)C1=CC=C(C=C1)C1=CC=CC2=CC=CC=C12